C(CCC)N(CC(=O)N)C1=CC(=C(C=C1)C=O)C 2-[BUTYL(4-FORMYL-3-METHYLPHENYL)AMINO]ACETAMIDE